NC1=NC=NN2C1=C(C=C2C=2C=C(C(=NC2)OC)C(=O)N[C@@H]2CN(C[C@@H]2F)C(C)C2=CC=C(C=C2)C(F)(F)F)C(F)(F)F 5-[4-amino-5-(trifluoromethyl)-pyrrolo[2,1-f][1,2,4]triazin-7-yl]-N-[(3R,4S)-4-fluoro-1-{1-[4-(trifluoromethyl)phenyl]-ethyl}pyrrolidin-3-yl]-2-methoxypyridine-3-carboxamide